(4-phenylpiperidin-1-yl)(1,4,5,6-tetrahydropyrrolo[3,4-c]pyrazol-3-yl)methanone CHOLINE OCC[N+](C)(C)C.C1(=CC=CC=C1)C1CCN(CC1)C(=O)C=1C2=C(NN1)CNC2